C1(CCC1)C1=NC(=NC=C1)OCC1=C(N=NN1C)C1=CC=C(C(=N1)C)CN1C[C@@H](CC(C1)(F)F)C(=O)O (R)-1-((6-(5-(((4-cyclobutylpyrimidin-2-yl)oxy)methyl)-1-methyl-1H-1,2,3-triazol-4-yl)-2-methylpyridin-3-yl)methyl)-5,5-difluoropiperidine-3-carboxylic acid